2-cyanobenzoyl-carboxylic acid C(#N)C1=C(C(=O)C(=O)O)C=CC=C1